ClC1=C(C(=O)N(C)C)C=CC(=C1)OCCCCC1CCN(CC1)C([C@@](C(F)(F)F)(O)C1=CC(=CC=C1)Cl)=O |o1:24| (S or R)-2-chloro-4-(4-(1-(2-(3-chlorophenyl)-3,3,3-trifluoro-2-hydroxypropanoyl)piperidin-4-yl)butoxy)-N,N-dimethylbenzamide